propyl-(hydroxybenzyl)diphenoxysilane C(CC)[Si](OC1=CC=CC=C1)(OC1=CC=CC=C1)C(C1=CC=CC=C1)O